CC1=C2C3(C(NC2=CC=C1CCC1=CC=CC=C1)=O)CCC1(CC3)OCCO1 methyl-5''-(2-phenylethyl)dispiro[1,3-dioxolane-2,1'-cyclohexane-4',3''-indol]-2''-one